FC1(C=CCN(C1)C1=NC(=CC=C1C)NC1=NC=CC(=C1)C(F)(F)F)F 5,5-difluoro-1-(3-methyl-6-((4-(trifluoromethyl)pyridin-2-yl)amino)pyridin-2-yl)pyridine